3-(1,2,2,2-tetrafluoroethyl)benzo[b]thiophene FC(C(F)(F)F)C=1C2=C(SC1)C=CC=C2